O=C(CC(=O)SCCNC(CCNC([C@@H](C(COP(OP(OC[C@@H]1[C@H]([C@H]([C@@H](O1)N1C=NC=2C(N)=NC=NC12)O)OP(=O)(O)O)(=O)O)(=O)O)(C)C)O)=O)=O)C1=CC=CC=C1 3-keto-3-phenylpropionyl-CoA